ClC=1C(=NC(=NC1)NC=1C=C(CN2C[C@H](N([C@H](C2)C)CCO)C)C=C(C1)C1CC1)C1=CNC2=CC=CC=C12 2-((2R,6S)-4-(3-((5-chloro-4-(1H-indol-3-yl)pyrimidine-2-yl)amino)-5-cyclopropylbenzyl)-2,6-dimethylpiperazine-1-yl)ethane-1-ol